(1-((1R,3S,4S)-2-Azabicyclo[2.2.1]heptane-3-carbonyl)piperidin-4-yl)(1-(2-((3R,5S)-3,5-dimethylmorpholine-4-carbonyl)-4-fluorophenyl)-1H-pyrrolo[2,3-c]pyridin-3-yl)methanone [C@@H]12N[C@@H]([C@@H](CC1)C2)C(=O)N2CCC(CC2)C(=O)C2=CN(C1=CN=CC=C12)C1=C(C=C(C=C1)F)C(=O)N1[C@@H](COC[C@@H]1C)C